FC(OC1=CC=CC=2C(N([C@H]3C=4N([C@@H](C21)C3)C3=C(N4)C=CC(=C3)C#CC(=O)O)C([2H])([2H])[2H])=O)F 3-((7R,14R)-1-(difluoromethoxy)-6-(methyl-d3)-5-oxo-5,6,7,14-tetrahydro-7,14-methanobenzo[f]benzo[4,5]imidazo[1,2-a][1,4]diazocin-11-yl)propiolic acid